2-(6-{[(3R,4S)-4-Fluoropyrrolidin-3-yl](methyl)amino}[1,3]thiazolo[4,5-c]pyridazin-3-yl)-5-(1H-pyrazol-4-yl)phenol F[C@@H]1[C@@H](CNC1)N(C=1SC2=C(N=NC(=C2)C2=C(C=C(C=C2)C=2C=NNC2)O)N1)C